C(C)(C)C1=NC=CC=C1C1=NC=C2N(C(N(C2=N1)CC1=CC=C(C=C1)C=1N(C=C(N1)C(F)(F)F)C)=O)C1CCOCC1 2-(2-isopropylpyridin-3-yl)-9-(4-(1-methyl-4-(trifluoromethyl)-1H-imidazol-2-yl)benzyl)-7-(tetrahydro-2H-pyran-4-yl)-7,9-dihydro-8H-purin-8-one